N1CC(C1)OC1=CC2=C(N(C(N2C)=O)C2CNCCC2)C=C1 3-[5-(azetidin-3-yloxy)-3-methyl-2-oxo-benzimidazol-1-yl]piperidine